4-(4-(benzo[d]thiazol-5-ylamino)-5-fluoroquinolin-6-yl)-3-fluoro-N-methylbenzamide S1C=NC2=C1C=CC(=C2)NC2=CC=NC1=CC=C(C(=C21)F)C2=C(C=C(C(=O)NC)C=C2)F